4-bromo-2-(4-methylbenzyl)isoxazolidin-3-one BrC1C(N(OC1)CC1=CC=C(C=C1)C)=O